C(#N)C1=CN=C(S1)NC1=NC(=C2C=CC=NC2=C1)NC1CC2CCC(C1)N2C(=O)OC(C)(C)C tert-butyl (3-exo)-3-((7-((5-cyanothiazol-2-yl) amino)-1,6-naphthyridin-5-yl) amino)-8-azabicyclo[3.2.1]octane-8-carboxylate